N-(3-cyano-4-(2H-1,2,3-triazol-2-yl)phenyl)-1-(isoquinolin-4-yl)-5-(trifluoromethyl)-1H-pyrazole-4-carboxamide C(#N)C=1C=C(C=CC1N1N=CC=N1)NC(=O)C=1C=NN(C1C(F)(F)F)C1=CN=CC2=CC=CC=C12